(1R,5R,6R,8R)-6-methoxy-3,3-dimethyl-8-vinyl-2,4,7-trioxabicyclo[3.3.0]octane CO[C@H]1[C@@H]2OC(O[C@@H]2[C@H](O1)C=C)(C)C